tert-Butyl 3-[4-(3,4-dichloro-2-fluoro-phenoxy)quinazolin-6-yl]pyrrolidine-1-carboxylate ClC=1C(=C(OC2=NC=NC3=CC=C(C=C23)C2CN(CC2)C(=O)OC(C)(C)C)C=CC1Cl)F